Ethyl 6-(3-chloro-4-methylphenyl)-3-(2,2-difluorocyclopropyl)-4-oxo-4,5-dihydropyrazolo[1,5-a]-pyrazine-2-carboxylate ClC=1C=C(C=CC1C)C=1NC(C=2N(C1)N=C(C2C2C(C2)(F)F)C(=O)OCC)=O